[Ag].C1(=CC=CC2=CC=CC=C12)C1=C(C=2C=CC3=C4C=CC=CC4=CC=C3C2C=C1)C1=CC=CC=2C3=CC=CC=C3C=CC12 (naphthyl)(phenanthrenyl)chrysene Silver